CCC(=O)SCC S-ethyl thiopropionate